FC(C1=CC(=NC=N1)CC1CC2(CN(C2)C(=O)N2CC3(C2)NC(CC3)=O)C1)(F)F 2-[6-[[6-(trifluoromethyl)pyrimidin-4-yl]methyl]-2-azaspiro[3.3]heptane-2-carbonyl]-2,5-diazaspiro[3.4]octan-6-one